1-amino-3,5-dibromopyrazin-1-ium 2,4,6-trimethylbenzenesulfonate CC1=C(C(=CC(=C1)C)C)S(=O)(=O)[O-].N[N+]1=CC(=NC(=C1)Br)Br